CN(CC(=O)O)CCNC(=O)NCCC[Si](OC)(OC)OC 2-(methyl-(2-(3-(trimethoxysilyl)propylureido)ethyl)amino)acetic acid